tert-butyl N-[4-(4,4,5,5-tetramethyl-1,3,2-dioxaborolan-2-yl)pyridin-2-yl]carbamate CC1(OB(OC1(C)C)C1=CC(=NC=C1)NC(OC(C)(C)C)=O)C